CC1=CC2=C(C=C1C)N(C3=NC(=O)NC(=O)C3N2)C[C@@H]([C@@H]([C@@H](CO)O)O)O The molecule is riboflavin in which the double bond between positions 4a and 5 has been reduced to a single bond. It is a tautomer of a 1,5-dihydroriboflavin.